NC=1C=CC(=C2CN(C(C12)=O)CC1(OC1)C(=O)N)C=1C=C2C(=NNC2=CC1)C1=CC=CC=C1 2-{[7-amino-1-oxo-4-(3-phenyl-1H-indazol-5-yl)-2,3-dihydro-1H-isoindol-2-yl]methyl}oxirane-2-carboxamide